C12C(CC(CC1)C2)C(C(S(=O)(=O)[O-])(F)F)(F)F.C(C)(C)(C)C2=CC=C(C=C2)[I+]C2=CC=C(C=C2)C(C)(C)C bis(4-t-butylphenyl)iodonium 2-bicyclo[2.2.1]hept-2-yl-1,1,2,2-tetrafluoroethanesulfonate